2-(2-((5-Bromo-2-((4-(4-cyclopentylpiperazin-1-yl)-5-methoxy-2-methylphenyl)amino)pyrimidine-4-yl)amino)-5-fluorophenyl)propan-2-ol BrC=1C(=NC(=NC1)NC1=C(C=C(C(=C1)OC)N1CCN(CC1)C1CCCC1)C)NC1=C(C=C(C=C1)F)C(C)(C)O